O=C1N(C=NC2=C1NC=1C=CC(=CC21)C(F)(F)F)CCC(=O)NCC2=CC(=CC=C2)C(F)(F)F 3-(4-oxo-8-(trifluoromethyl)-4,5-dihydro-3H-pyrimido[5,4-b]indol-3-yl)-N-(3-(trifluoromethyl)benzyl)propanamide